COC(/N=C\1/N(C2=C(C=NC=3C=CC(=CC23)C2=CC(=CC=C2)F)N1C)C1=C(C=C(C(=C1)C#N)N1CCOCC1)C)=O (E)-(1-(5-cyano-2-methyl-4-morpholinophenyl)-8-(3-fluorophenyl)-3-methyl-1,3-dihydro-2H-imidazo[4,5-c]quinolin-2-ylidene)carbamic acid methyl ester